CN(CC(=O)N[C@H]1C[C@@H](CC1)NC(=O)C=1SC=2N=CC=C3N(C(NC1C23)=O)C2=C(C=C(C=C2)OC2=CC=CC=C2)C)C N-((1R,3R)-3-(2-(Dimethylamino)acetamido)cyclopentyl)-5-(2-methyl-4-phenoxyphenyl)-4-oxo-4,5-dihydro-3H-1-thia-3,5,8-triazaacenaphthylene-2-carboxamide